CN1N=CC=C1NC(=O)[C@H]1CC12CCN(CC2)C(=O)OC(C(F)(F)F)C(F)(F)F 1,1,1,3,3,3-Hexafluoropropan-2-yl (S)-1-((1-methyl-1H-pyrazol-5-yl)carbamoyl)-6-azaspiro[2.5]octan-6-carboxylat